BrC1=CC=C(C2=CC=CC=C12)C(C)N1CCC(CC1)C(=O)O 1-[1-(4-bromo-1-naphthyl)ethyl]piperidine-4-carboxylic acid